ClC1=NC=C(C(=C1)C1=C(C=NC(=C1)C)C(=O)NC=1SC2=C(N1)CN(C2)C(C2=NC(=CC=C2)OC(F)F)=O)OC 2'-chloro-N-(5-(6-(difluoromethoxy)picolinoyl)-5,6-dihydro-4H-pyrrolo[3,4-d]thiazol-2-yl)-5'-methoxy-6-methyl-[4,4'-bipyridine]-3-carboxamide